BrC1=C(N=C2N1N=CC=C2C(=O)NC2CC(C2)(F)F)COC 3-Bromo-N-(3,3-difluorocyclobutyl)-2-(methoxymethyl)imidazo[1,2-b]pyridazine-8-carboxamide